3-((3-((8-methyl-8-azabicyclo[3.2.1]oct-3-yl)oxy)-3-oxopropyl)amino)-7-bromobenzo[e][1,2,4]triazine-1,4-dioxide CN1C2CC(CC1CC2)OC(CCNC=2N=[N+](C1=C([N+]2[O-])C=CC(=C1)Br)[O-])=O